2,2,2-Trichloroethyl ((2-(4-chlorophenyl)propanoyl)oxy)carbamate ClC1=CC=C(C=C1)C(C(=O)ONC(OCC(Cl)(Cl)Cl)=O)C